BrC1=CC=C(C=C1)C1=CC=C(N1C1=C(C=C(C=C1)Cl)C(F)(F)F)C=1C=C(C(=O)NCCN(C)C)C=CC1 3-[5-(4-bromophenyl)-1-[4-chloro-2-(trifluoromethyl)phenyl]pyrrol-2-yl]-N-[2-(dimethylamino)ethyl]benzamide